ethyl (benzyl propionate) aluminum phosphonate P([O-])([O-])=O.[Al+3].C(C1=CC=CC=C1)C(C(=O)OCC)C.P([O-])([O-])=O.P([O-])([O-])=O.[Al+3]